CN(CCN(C1=CC=C(C=C1)NC1=NC=C(C(=N1)N1C=C(C2=CC=CC=C12)C(=O)N)F)C)C 1-(2-{4-[(2-dimethylamino-ethyl)-methyl-amino]-phenylamino}-5-fluoro-pyrimidin-4-yl)-1H-indole-3-carboxamide